ClC=1C=C(C=O)C=CC1OCC1CC1 3-chloro-4-(cyclopropyl-methoxy)benzaldehyde